5-(1-(2,2-difluoroethyl)-4-fluoro-2-methyl-1H-benzo[d]imidazol-6-yl)-6-fluoro-4-methoxy-N-(1-(oxetan-3-yl)piperidin-4-yl)pyrrolo[2,1-f][1,2,4]triazin-2-amine FC(CN1C(=NC2=C1C=C(C=C2F)C=2C(=CN1N=C(N=C(C12)OC)NC1CCN(CC1)C1COC1)F)C)F